3-[6-(2,3-Dihydro-benzo[1,4]dioxin-5-yl)-2-methoxy-pyridin-3-ylamino]-N-(6-oxo-piperidin-3-ylmethyl)-benzamide O1CCOC2=C1C=CC=C2C2=CC=C(C(=N2)OC)NC=2C=C(C(=O)NCC1CNC(CC1)=O)C=CC2